6-(2H-1,2,3-triazol-2-yl)-5-(trifluoromethyl)pyridin-3-amin N=1N(N=CC1)C1=C(C=C(C=N1)N)C(F)(F)F